C1CCC2=CC(=CC=C12)C(C)=O 1-(2,3-dihydro-1H-inden-5-yl)ethan-1-one